N-[3-(6-methoxy-1H-indazol-3-yl)phenyl]prop-2-enamide COC1=CC=C2C(=NNC2=C1)C=1C=C(C=CC1)NC(C=C)=O